FC1=C(C=CC(=C1)F)S(=O)(=O)NC1=CC=C2CCCN(C2=C1)S(=O)(=O)CC1=CC=C(C=C1)C(F)(F)F 2,4-difluoro-N-(1-((4-(trifluoromethyl)benzyl)sulfonyl)-1,2,3,4-tetrahydroquinolin-7-yl)benzenesulfonamide